N-{2,8-dimethylimidazo[1,2-a]pyrazin-6-yl}-4-ethoxy-2-{octahydropyrrolo[3,4-c]pyrrol-2-yl}pyrimidine-5-carboxamide CC=1N=C2N(C=C(N=C2C)NC(=O)C=2C(=NC(=NC2)N2CC3CNCC3C2)OCC)C1